tert-Butyl 3-(3-(methoxycarbonyl)-4-methylphenoxy)azetidine-1-carboxylate COC(=O)C=1C=C(OC2CN(C2)C(=O)OC(C)(C)C)C=CC1C